(3-(3-(1-Methyl-1H-pyrazol-4-yl)pyrazolo[1,5-a]pyridin-5-yl)-1H-pyrrolo[2,3-b]pyridin-5-yl)(4-methylpiperazin-1-yl)methanone CN1N=CC(=C1)C=1C=NN2C1C=C(C=C2)C2=CNC1=NC=C(C=C12)C(=O)N1CCN(CC1)C